tert-butyl 4-[[(1R)-1-[(2S,4R)-4-hydroxy-2-[[(1S)-1-[4-(4-methyl-thiazol-5-yl)phenyl]ethyl]carbamoyl]pyrrolidine-1-carbonyl]-2,2-dimethylpropyl]carbamoyl]-piperidine-1-carboxylate O[C@@H]1C[C@H](N(C1)C(=O)[C@@H](C(C)(C)C)NC(=O)C1CCN(CC1)C(=O)OC(C)(C)C)C(N[C@@H](C)C1=CC=C(C=C1)C1=C(N=CS1)C)=O